CN(CCNCC1=CC=C(C=C1)CN)C N-(2-dimethylaminoethyl)-1,4-bis(aminomethyl)benzene